1'-((2,8-difluoro-4-oxo-4,5-dihydropyrrolo[1,2-a]quinoxalin-7-yl)methyl)-3'-fluoro-N-methyl-1',2',3',6'-tetrahydro-[3,4'-bipyridine]-6-carboxamide FC=1C=C2N(C3=CC(=C(C=C3NC2=O)CN2CC(C(=CC2)C=2C=NC(=CC2)C(=O)NC)F)F)C1